C(CC(C)CCC=C(C)C)OCCCCCCCCC=O 9-(citronellyloxy)nonanal